(S)-3-cyclopropyl-5-(8-(methoxymethyl)-5,6,7,8-tetrahydro-[1,2,4]triazolo[4,3-a]pyrazin-3-yl)-1,2,4-thiadiazole C1(CC1)C1=NSC(=N1)C1=NN=C2N1CCN[C@@H]2COC